5-propyl-1,3-dioxane C(CC)C1COCOC1